ClC=1C=C(C=C(C1F)Cl)C1(CC(=NO1)N1CC=2C=NC(=CC2C1)C(=O)NCC(=O)NC)C(F)(F)F 2-(5-(3,5-dichloro-4-fluorophenyl)-5-(trifluoromethyl)-4,5-dihydroisoxazol-3-yl)-N-(2-(methylamino)-2-oxoethyl)-2,3-dihydro-1H-pyrrolo[3,4-c]pyridine-6-carboxamide